5-(3-(Difluoromethoxy)phenyl)-N-(3-(2-oxopropyl)-1,2,4-thiadiazol-5-yl)-2-(trifluoro-methyl)furan-3-carboxamide FC(OC=1C=C(C=CC1)C1=CC(=C(O1)C(F)(F)F)C(=O)NC1=NC(=NS1)CC(C)=O)F